3-dimethylethoxysilylpropionic acid C[Si](CCC(=O)O)(OCC)C